C(C)(C)(C)OC(NC=1N=CSC1C#CC(C)C)=O.S1C(=CC=C1)[C@@H](C)NC1CCCC=2C3=CC(=CC=C3NC12)C=1C=C2CNC(C2=CC1)=O 5-(1-(((R)-1-(thiophen-2-yl)ethyl)amino)-2,3,4,9-tetrahydro-1H-carbazol-6-yl)isoindolin-1-one tert-butyl-N-[5-(3-methylbut-1-ynyl)thiazol-4-yl]carbamate